COC1=CN=CC2=CC=C(C=C12)C1=CN=C(S1)N 5-(4-Methoxyisoquinolin-6-yl)thiazol-2-amine